C(#N)N1C[C@@H](C[C@H]1C)C=1N=C(OC1)C(=O)N ((3R,5R)-1-cyano-5-methylpyrrolidin-3-yl)oxazole-2-carboxamide